Tert-butyl (S)-2-((2S,3R)-1-amino-3-hydroxy-1-oxobutan-2-yl)-1-oxo-2,5-diazaspiro[3.4]octane-5-carboxylate NC([C@H]([C@@H](C)O)N1C([C@]2(C1)N(CCC2)C(=O)OC(C)(C)C)=O)=O